ClC1=CC=C(S1)[C@H]1[C@@H](C1)C(=O)O |o1:6,7| (1R*,2R*)-2-(5-chlorothiophen-2-yl)cyclopropane-1-carboxylic acid